C(C)OS(=O)(=O)[O-].C(C)[N+]1=C2C=CC=CC2=NC2=CC=CC=C12 5-ethylphenazin-5-ium ethyl-sulfate